ClC=1C(=NC(=NC1)NC1CCOCC1)C1=CC=C2CN(C(C2=C1)=O)CC(=O)NC(C)C1=CC(=CC=C1)N1N=CC=C1 2-(6-{5-chloro-2-[(oxan-4-yl)amino]pyrimidin-4-yl}-1-oxo-2,3-dihydro-1H-isoindol-2-yl)-N-{1-[3-(1H-pyrazol-1-yl)phenyl]ethyl}acetamide